C(CCC)/C(/C(=O)O)=C\C=1C=C(C(=C(C1)C(N)=O)N)C1=CC=C(C=C1)S(N)(=O)=O butyl-(E)-3-(6-amino-5-carbamoyl-4'-sulfamoyl-[1,1'-biphenyl]-3-yl)acrylic acid